1-tert-Butyldimethylsilanyloxyimino-3-isopropyl-4-chloro-2,3-dihydro-isoindole [Si](C)(C)(C(C)(C)C)ON=C1NC(C2=C(C=CC=C12)Cl)C(C)C